BrC1=C2C(=NC(=C1)NC(C)(C)C)C=C(S2)I 7-bromo-N-tert-butyl-2-iodothieno[3,2-b]pyridin-5-amine